[6-[[5-(trifluoromethyl)-1H-pyrazol-4-yl]methyl]-2-azaspiro[3.3]heptan-2-yl]-[6-[3-(trifluoromethyl)-1,2,4-triazol-1-yl]-2-azaspiro[3.3]heptan-2-yl]methanone FC(C1=C(C=NN1)CC1CC2(CN(C2)C(=O)N2CC3(C2)CC(C3)N3N=C(N=C3)C(F)(F)F)C1)(F)F